C(C)N(C=1OC2=C(C=C(C=C2C(C1)=O)C)[C@@H](C)NC1=C(C(=O)O)C=CC=C1)CC (R)-2-((1-(2-(diethylamino)-6-methyl-4-oxo-4H-chromen-8-yl)ethyl)amino)benzoic acid